CN(CCOC1(C2(CCC(C1)C2(C(F)(F)F)C(F)(F)F)C)C2=CC=CC=C2)C(F)(F)F n-methyl-2-((1-methyl-2-phenyl-7,7-bis(trifluoromethyl)bicyclo[2.2.1]heptan-2-yl)oxy)-N-(trifluoromethyl)ethan-1-amine